β-Hydroxyisobutyryl-CoA OCC(C(=O)SCCNC(CCNC([C@@H](C(COP(OP(OC[C@@H]1[C@H]([C@H]([C@@H](O1)N1C=NC=2C(N)=NC=NC12)O)OP(=O)(O)O)(=O)O)(=O)O)(C)C)O)=O)=O)C